1-(4-(4-amino-7-methyl-7H-pyrrolo[2,3-d]pyrimidin-5-yl)-2-fluorophenyl)-3-(4-((4-methylpiperazin-1-yl)methyl)-3-(trifluoromethyl)phenyl)urea NC=1C2=C(N=CN1)N(C=C2C2=CC(=C(C=C2)NC(=O)NC2=CC(=C(C=C2)CN2CCN(CC2)C)C(F)(F)F)F)C